OCC1=C2C(=NN(C2=CC=C1)C1=CC=C(C=C1)S(F)(F)(F)(F)F)C#N 4-(hydroxymethyl)-1-[4-(pentafluoro-λ6-sulfaneyl)phenyl]indazole-3-carbonitrile